2-(3-amino-4-((2-methoxyethoxy)methoxy)phenyl)-6-(5-(tert-butyl)pyridin-2-yl)-3,4-dihydroisoquinolin-1(2H)-one NC=1C=C(C=CC1OCOCCOC)N1C(C2=CC=C(C=C2CC1)C1=NC=C(C=C1)C(C)(C)C)=O